FC1=C(C(=CC(=C1)C)OCOC)B1OC(C(O1)(C)C)(C)C 2-[2-fluoro-6-(methoxymethoxy)-4-methyl-phenyl]-4,4,5,5-tetramethyl-1,3,2-dioxaborolane